3-(3-amino-4-methylphenoxy)propan-1-sulfonic acid NC=1C=C(OCCCS(=O)(=O)O)C=CC1C